(R)-3-[2-[3-(7-Amino-5-methyl-thiazolo[5,4-d]pyrimidin-2-yl)-4-methyl-phenyl]ethynyl]-3-hydroxy-1-methyl-pyrrolidin-2-one NC=1C2=C(N=C(N1)C)SC(=N2)C=2C=C(C=CC2C)C#C[C@]2(C(N(CC2)C)=O)O